C(C)OCCOCCO\C=C(\C)/C1=CC=C(C=C1)OC (Z)-1-(1-(2-(2-ethoxyethoxy)ethoxy)prop-1-en-2-yl)-4-methoxybenzene